BrC1=C(C=C(C=C1)N1C=NN=C1)CO (2-bromo-5-(4H-1,2,4-triazol-4-yl)phenyl)methanol